trans-7cis-9-dodecadienol C=C\C=C\CCCCC(CCC)O